OC[C@H](C1=CC=CC=C1)NC1=CC(=NC=C1C1=NC(=NO1)C12CCN(CC1)CC2)NC2=CC=C1C(=N2)C(NC1=O)C 2-((4-(((S)-2-hydroxy-1-phenylethyl)amino)-5-(3-(quinuclidin-4-yl)-1,2,4-oxadiazol-5-yl)pyridin-2-yl)amino)-7-methyl-6,7-dihydro-5H-pyrrolo[3,4-b]pyridin-5-one